OC1=CC=C2N=CC(=NC2=C1)N1N=CC(=C1)N1CCN(CCC1)C(=O)OC(C)(C)C tert-butyl 4-[1-(7-hydroxyquinoxalin-2-yl)pyrazol-4-yl]-1,4-diazepane-1-carboxylate